C(C1=CC=CC=C1)O[C@H]1[C@H]([C@@H](O[C@@H]([C@@H]1OCC1=CC=CC=C1)OC)[Sn](CCCC)(CCCC)CCCC)O (2S,3R,4S,5R,6S)-4,5-bis(benzyloxy)-6-methoxy-2-(tributylstannyl)tetrahydro-2H-pyran-3-ol